C1(=CC=CC=C1)N(C(=O)N1[C@@H]([C@H]2CC[C@@H](C1)N2C(=O)N2C(CCC2)C2=CC=CC=C2)C(=O)O)C2=CC=CC=C2 (1R,2S,5S)-3-(diphenylcarbamoyl)-8-(2-phenylpyrrolidine-1-carbonyl)-3,8-diazabicyclo[3.2.1]octane-2-carboxylic acid